FC(C1=NNC=2CCCC(C12)=O)(F)F 3-(trifluoromethyl)-6,7-dihydro-5H-indazol-4-one